[Cl-].C1(C=CC=C1)C(C[Zr+])C1C=CC=C1 bis(cyclopentadienyl)ethylzirconium monochloride